BrC1=C(N=C(C=2N1N=C(C2)CO)N2CCC1(CC2)[C@@H](C=2C(=NC=CC2)C1)N[S@](=O)C(C)(C)C)C (R)-N-[(5S)-1'-[7-bromo-2-(hydroxymethyl)-6-methyl-pyrazolo[1,5-a]pyrazin-4-yl]spiro[5,7-dihydrocyclopenta[b]pyridin-6,4'-piperidin]-5-yl]-2-methyl-propane-2-sulfinamide